ClC1=CC(=C(C=C1)[C@@]1(OC2=C(O1)C=CC=C2C2CCN(CC2)CC=2N(C(=C(N2)C)C#CC(=O)OCC)C[C@H]2OCC2)C)F ethyl 3-(2-((4-((S)-2-(4-chloro-2-fluorophenyl)-2-methylbenzo[d][1,3]dioxol-4-yl)piperidin-1-yl)methyl)-4-methyl-1-(((S)-oxetan-2-yl)methyl)-1H-imidazol-5-yl)propiolate